(R)-2-((1-(2-cyano-7-methyl-3-(1-methyl-6-oxo-1,6-dihydropyridin-3-yl)quinoxalin-5-yl)ethyl)amino)-benzoic acid C(#N)C1=NC2=CC(=CC(=C2N=C1C1=CN(C(C=C1)=O)C)[C@@H](C)NC1=C(C(=O)O)C=CC=C1)C